naphthylbis(trichloromethyl)-s-triazine C1(=CC=CC2=CC=CC=C12)C1=NC(=NC(=N1)C(Cl)(Cl)Cl)C(Cl)(Cl)Cl